The molecule is a branched amino pentasacccharide that is D-galactopyranose that has been glycosylated by 2-acetamido-beta-D-galactopyranosyl-beta-D-glucopyranosyl groups at positions 4 and 6. CC(=O)N[C@@H]1[C@H]([C@@H]([C@H](O[C@H]1OC[C@@H]2[C@@H]([C@@H]([C@H](C(O2)O)O)O)O[C@H]3[C@@H]([C@H]([C@@H]([C@H](O3)CO)O[C@H]4[C@@H]([C@H]([C@H]([C@H](O4)CO)O)O)O)O)NC(=O)C)CO)O[C@H]5[C@@H]([C@H]([C@H]([C@H](O5)CO)O)O)O)O